5-Methyl-N4-(3-[(1-methylcyclopropyl)sulfonamido]phenyl)-N2-[4-(4-methylpiperazin-1-yl)phenyl]pyrimidine-2,4-diamine CC=1C(=NC(=NC1)NC1=CC=C(C=C1)N1CCN(CC1)C)NC1=CC(=CC=C1)NS(=O)(=O)C1(CC1)C